ClC1=CC(=C(S1)C(=O)NC1=CC=C(C=C1)N1CCOCC1)S(N(C)C1=CC(=C(C=C1)OCC)OC)(=O)=O 5-Chloro-3-(N-(4-ethoxy-3-methoxyphenyl)-N-methylsulfamoyl)-N-(4-morpholinophenyl)thiophene-2-carboxamide